NICKEL-CHROMIUM-ALUMINIUM [Al].[Cr].[Ni]